(3-chloro-5-(2-(6-((2-methoxyethyl)(methyl)amino)-2-methylhexan-3-yl)-2,6-diazaspiro[3.4]octan-6-yl)-1,2,4-triazin-6-yl)oxy-N-ethyl-5-fluoro-N-isopropylbenzamide ClC=1N=NC(=C(N1)N1CC2(CN(C2)C(C(C)C)CCCN(C)CCOC)CC1)OC1=C(C(=O)N(C(C)C)CC)C=C(C=C1)F